4-(4-hydroxyphenyl)-3-methyl-1-phenyl-1H-indeno[1,2-b]pyrazolo[4,3-e]pyridine OC1=CC=C(C=C1)C1=C2C(N=C3C1=C(NN3C3=CC=CC=C3)C)=C3C=CC=CC3=C2